2-(5,5-difluoro-4-hydroxy-3-(trifluoromethyl)-5,6-dihydro-cyclopenta[b]pyrrol-1(4H)-yl)-5-fluorobenzonitrile FC1(C(C2=C(N(C=C2C(F)(F)F)C2=C(C#N)C=C(C=C2)F)C1)O)F